5-(6-Bromo-3-methyl-2'-(methylthio)-2,3,5',8'-tetrahydrospiro[indene-1,7'-pyrano[4,3-d]pyrimidin]-4'-yl)-N,N-dimethyl-5,6,7,8-tetrahydro-4H-pyrazolo[1,5-a][1,4]diazepine-2-carboxamide BrC1=CC=C2C(CC3(CC=4N=C(N=C(C4CO3)N3CC=4N(CCC3)N=C(C4)C(=O)N(C)C)SC)C2=C1)C